Ethyl 2-(6,7-dihydro-5H-pyrrolo[1,2-C]imidazol-1-yl)-2-oxoacetate C1(=C2N(C=N1)CCC2)C(C(=O)OCC)=O